6-cyano-N-[(1S)-1-cyclopropylethyl]-5-[3-(difluoromethoxy)phenyl]pyridine-3-carboxamide C(#N)C1=C(C=C(C=N1)C(=O)N[C@@H](C)C1CC1)C1=CC(=CC=C1)OC(F)F